P(=O)([O-])([O-])[O-].P(=O)([O-])([O-])[O-].[Zn+2].[Zn+2].[Zn+2] tri-zinc bis(orthophosphate)